C(CC#CCC)C1CCCC(O1)=O 6-(hex-3-ynyl)tetrahydro-2H-pyran-2-one